C1(CC1)C1=NNC(=C1)NC(CC=1C=NN(C1)C1=CN=C(S1)C)=O N-(3-cyclopropyl-1H-pyrazol-5-yl)-2-(1-(2-methylthiazol-5-yl)-1H-pyrazol-4-yl)acetamide